4-Formylphenyl 2-(1-(4-chlorobenzoyl)-5-methoxy-2-methyl-1H-indol-3-yl)acetate ClC1=CC=C(C(=O)N2C(=C(C3=CC(=CC=C23)OC)CC(=O)OC2=CC=C(C=C2)C=O)C)C=C1